6-chloro-2-[3-ethylsulphinyl-5-(trifluoromethyl)-2-pyridyl]-3-methylimidazo[4,5-c]pyridine ClC1=CC2=C(C=N1)N(C(=N2)C2=NC=C(C=C2S(=O)CC)C(F)(F)F)C